3-(pyridin-4-yl)-1-tosyl-1H-pyrrolo[2,3-c]pyridine N1=CC=C(C=C1)C1=CN(C2=CN=CC=C21)S(=O)(=O)C2=CC=C(C)C=C2